FC1=CC=C(C=C1)N1N=CC2=C1C=C1CCN(C[C@]1(C2)C(=O)C2=NC=CC(=C2)C(F)(F)F)S(=O)(=O)C2=CC(=C(C(=C2)F)F)F (R)-(1-(4-fluorophenyl)-6-((3,4,5-trifluorophenyl)sulfonyl)-4,4a,5,6,7,8-hexahydro-1H-pyrazolo[3,4-g]isoquinolin-4a-yl)(4-(trifluoromethyl)pyridin-2-yl)methanone